2-[3-cyclopropyl-8-(morpholin-4-yl)-5-oxopyrido[2,3-e][1,2,4]triazolo[4,3-c]pyrimidin-6(5H)-yl]-N-(5-fluoropyridin-2-yl)acetamide C1(CC1)C1=NN=C2N1C(N(C1=C2N=CC(=C1)N1CCOCC1)CC(=O)NC1=NC=C(C=C1)F)=O